9,9''-(4-(3,4-bis(4,6-diphenyl-1,3,5-triazin-2-yl)phenyl)pyridine-2,5-diyl)bis(9H-3,9'-bicarbazole) C1(=CC=CC=C1)C1=NC(=NC(=N1)C1=CC=CC=C1)C=1C=C(C=CC1C1=NC(=NC(=N1)C1=CC=CC=C1)C1=CC=CC=C1)C1=CC(=NC=C1N1C2=CC=CC=C2C=2C=C(C=CC12)N1C2=CC=CC=C2C=2C=CC=CC12)N1C2=CC=CC=C2C=2C=C(C=CC12)N1C2=CC=CC=C2C=2C=CC=CC12